2,2,3,3,5,5,6,6-octafluoro-4-(fluoro(2-(trifluoromethyl)-1,3-dioxolan-2-yl)methyl)morpholine FC1(C(N(C(C(O1)(F)F)(F)F)C(C1(OCCO1)C(F)(F)F)F)(F)F)F